(R)-N-(3-(1-((2-amino-5-chloropyridin-3-yl)oxy)ethyl)-4-chlorophenyl)-2-chloro-3-methylbenzamide NC1=NC=C(C=C1O[C@H](C)C=1C=C(C=CC1Cl)NC(C1=C(C(=CC=C1)C)Cl)=O)Cl